NC1=NC=NN2C1=NC=C2C2=NOC=N2 3-(4-aminoimidazo[2,1-f][1,2,4]triazin-7-yl)-1,2,4-oxadiazole